ethyl 1-methyl-3-phenyl-4-(trifluoromethyl)-1H-pyrazole-5-carboxylate CN1N=C(C(=C1C(=O)OCC)C(F)(F)F)C1=CC=CC=C1